1-(4-(3-chloro-4-methylphenyl)-5-(isopropylsulfanyl)thiazol-2-yl)-4-(3-fluorophenyl)-3-methyl-1H-pyrazole-5-carboxylic acid ClC=1C=C(C=CC1C)C=1N=C(SC1SC(C)C)N1N=C(C(=C1C(=O)O)C1=CC(=CC=C1)F)C